O1S(NCC1)(=O)=O 1,2,3-oxathiazolidine 2,2-dioxide